C(C)(C)(C)[Si](OC)(OC)CCCCC tert-butyl-pentyl-dimethoxysilane